Ethyl (2R)-2-[5-bromo-6-(4-fluorophenyl)thieno[2,3-d]pyrimidin-4-yl]oxy-3-[2-[[2-[2-(2-hydroxyethoxy)phenyl]pyrimidin-4-yl]methoxy]phenyl]propanoate BrC1=C(SC=2N=CN=C(C21)O[C@@H](C(=O)OCC)CC2=C(C=CC=C2)OCC2=NC(=NC=C2)C2=C(C=CC=C2)OCCO)C2=CC=C(C=C2)F